C1(CC1)C1=C2C=C(C(NC2=CC=N1)=O)CC(=O)O (5-cyclopropyl-2-oxo-1H-1,6-naphthyridin-3-yl)acetic acid